C1(=CC=CC=C1)N(C1=CC=C(C=C1)C1=CC2=C(C=3C=CC(OC3C=C2)(C2=CC=CC=C2)C2=CC=C(C=O)C=C2)C=C1)C1=CC=CC=C1 4-(8-(4-(diphenylamino)phenyl)-3-phenyl-3H-benzo[f]chromen-3-yl)benzaldehyde